3-diethylamino-6,8-dimethylfluoran CCN(CC)C1=CC2=C(C=C1)C3(C4=CC=CC=C4C(=O)O3)C5=C(C=C(C=C5O2)C)C